OC1=C(C=CC=C1)C=1N=NC2=CC(=CC=C2C1)N1CC2(CN(C2)C2=NC=CC(=C2)C(C(=O)OC)C(C)C)C1 methyl 2-(2-{6-[3-(2-hydroxyphenyl) cinnolin-7-yl]-2,6-diazaspiro[3.3]heptan-2-yl} pyridin-4-yl)-3-methylbutanoate